ClC=1C=C(C=C(C1)NS(=O)(=O)C)NC(=O)C1=CN(C(=C1)C1=NC=C(C=C1Cl)F)C N-(3-chloro-5-(methylsulfonamido)phenyl)-5-(3-chloro-5-fluoropyridin-2-yl)-1-methyl-1H-pyrrole-3-carboxamide